6-((2-((3R,4S)-3-amino-4-fluoropiperidin-1-yl)-5,6-difluoro-1H-benzo[d]imidazol-1-yl)methyl)nicotinonitrile hydrochloride Cl.N[C@@H]1CN(CC[C@@H]1F)C1=NC2=C(N1CC1=NC=C(C#N)C=C1)C=C(C(=C2)F)F